NOC=1C(C(=O)[O-])=CC=CC1.[Bi+3].NOC=1C(C(=O)[O-])=CC=CC1.NOC=1C(C(=O)[O-])=CC=CC1 bismuth aminosalicylate